FC1=C(C(=CC=C1)F)N1N=C(C(=C1)NC1=CC=C(C=C1)N1N=C(N=C1CC)C(F)(F)F)C(=O)N 1-(2,6-difluorophenyl)-4-((4-(5-ethyl-3-(trifluoromethyl)-1H-1,2,4-triazol-1-yl)phenyl)amino)-1H-pyrazole-3-carboxamide